BrC1=C(C=CC(=C1)C#N)CN(C(OC(C)(C)C)=O)C(=O)OC(C)(C)C tert-Butyl N-[(2-bromo-4-cyano-phenyl)methyl]-N-tert-butoxycarbonyl-carbamate